C(C)(C)(C)OC(=O)N1CC=2N(CC1)N=C(C2)C#N.BrC2=CC=C(C(=O)C1=CC(=CC(=C1)C(C1=CC=C(C=C1)Br)=O)C(C1=CC=C(C=C1)Br)=O)C=C2 1,3,5-tris(4-bromobenzoyl)benzene Tert-butyl-2-cyano-6,7-dihydro-4H-pyrazolo[1,5-a]pyrazine-5-carboxylate